3,9-bis(1,1-dimethyl-2-hydroxyethyl)2,4,8,10-tetraoxaspiro[5.5]undecane CC(CO)(C)C1OCC2(CO1)COC(OC2)C(CO)(C)C